2-((1R,5S)-8-(1-(4-chloro-3-fluorophenyl)-3,3-dimethyl-2,3-dihydro-1H-pyrrolo[3,2-b]pyridine-5-carbonyl)-8-azabicyclo[3.2.1]octan-3-yl)acetic acid ClC1=C(C=C(C=C1)N1CC(C2=NC(=CC=C21)C(=O)N2[C@H]1CC(C[C@@H]2CC1)CC(=O)O)(C)C)F